2-fluoro-3-(prop-1-en-2-yl)phenol FC1=C(C=CC=C1C(=C)C)O